FC1=NC(=C2N=CN(C2=N1)C1OCCC1)NCC1=CC(=C(C=C1)F)F 2-fluoro-6-[(3,4-difluorobenzyl)amino]-9-(tetrahydrofuran-2-yl)-9H-purine